CN1C2CN(C(C1)C2)C2=CC=CC=1N(C=NC12)C(=O)NCCOC1=CC=CC=C1 4-(5-Methyl-2,5-diazabicyclo[2.2.1]heptan-2-yl)-N-(2-phenoxyethyl)-1H-benzo[d]imidazole-1-carboxamide